FC=1C=CC(=C(C1)C1=C(C=CC=C1)C(C)C)OC=1C=NC=CC1N1CC2(CCN(C2)CC2=CC3=C(NC(N3)=O)C=C2)CC1 5-((7-(3-((5-fluoro-2'-isopropyl-[1,1'-biphenyl]-2-yl)oxy)pyridin-4-yl)-2,7-diazaspiro[4.4]nonan-2-yl)methyl)-1,3-dihydro-2H-benzo[d]imidazol-2-one